N-(5-(5-(Difluoromethyl)picolinoyl)-5,6-dihydro-4H-pyrrolo[3,4-d]thiazol-2-yl)-4-(6-methoxyimidazo[1,5-a]pyridin-7-yl)-6-methyl-nicotinamide FC(C=1C=CC(=NC1)C(=O)N1CC=2N=C(SC2C1)NC(C1=CN=C(C=C1C1=CC=2N(C=C1OC)C=NC2)C)=O)F